FC1(CN(CC1)CC=1C=CC(=NC1)C(=O)O)C(=O)OC 5-{[3-fluoro-3-(methoxycarbonyl)pyrrolidin-1-yl]methyl}pyridine-2-Carboxylic acid